3-iodo-benzene-1,2-diol IC1=C(C(=CC=C1)O)O